C1NC(C=2C=CC=C3C2C1C=1C=CC=CC1O3)=O 1,11b-Dihydrochromeno[4,3,2-de]isoquinolin-3(2H)-one